C(CCCCCCC)OC(C)=O Octylethanoat